ClC1=NC=C(C=N1)C(=O)NC=1C=C(C=2N(C1)C=C(N2)C)F 2-chloro-N-(8-fluoro-2-methyl-imidazo[1,2-a]pyridin-6-yl)pyrimidine-5-carboxamide